ClC1=CC=C(C=N1)N1C(NC2=C1C=CC=C2)=O 3-(6-chloro-3-pyridinyl)-1H-benzimidazol-2-one